ClC1=CC=C(C=N1)CN1C=CC=C2C1=NC(N(C2=O)C(C)(C)CC)=O 8-((6-chloropyridin-3-yl)methyl)-3-(tert-pentyl)pyrido[2,3-d]pyrimidine-2,4(3H,8H)-dione